(4-amino-1H-pyrazolo[4,3-c]pyridin-7-yl)-N'-methyl-N'-[(1S)-1-[2-fluoro-4-(1,1,2,2,2-pentafluoroethyl)phenyl]ethyl]oxamide NC1=NC=C(C2=C1C=NN2)NC(=O)C(=O)N([C@@H](C)C2=C(C=C(C=C2)C(C(F)(F)F)(F)F)F)C